(Z)-7-dodecen-1-ol acetate C(C)(=O)OCCCCCC\C=C/CCCC